FC(C1=NC(=NO1)C=1C=C2CCC(C2=CC1)NC(=O)C1=CN=CN1C)F N-(5-(5-(difluoromethyl)-1,2,4-oxadiazol-3-yl)-2,3-dihydro-1H-inden-1-yl)-1-methyl-1H-imidazole-5-carboxamide